COC(=O)C=1C(N=C(NC1)C=1SC=CN1)C1=C(C=C(C=C1)F)Cl 4-(2-chloro-4-fluorophenyl)-2-(thiazol-2-yl)-1,4-dihydropyrimidine-5-carboxylic acid methyl ester